ClC=1C(=CC(=C(C1)C=1C=C(C#N)C=CC1)O)C 3-(5-chloro-2-hydroxy-4-methylphenyl)benzonitrile